C[C@H]([C@H]1CC[C@@H]2[C@@]1(CC[C@H]3[C@H]2CCC4=CC(=O)CC[C@]34C)C)O 4-Pregnen-20β-ol-3-one